C1(CC1)CC(C(C(=O)NC1CC1)O)NC(=O)[C@@H]1[C@H]2C([C@H]2CN1C([C@@H](NC(C(C)C)=O)C(C)C)=O)(C)C (1R,2S,5S)-N-(1-cyclopropyl-4-(cyclopropylamino)-3-hydroxy-4-oxobutan-2-yl)-3-(isobutyryl-L-valyl)-6,6-dimethyl-3-azabicyclo[3.1.0]hexane-2-carboxamide